CCC(CCC)C1=CC=C(C=2NC(=NC21)NC(=O)C=2C=NN(C2)C)OC N-[4-(hexan-3-yl)-7-methoxy-1H-1,3-benzodiazol-2-yl]-1-methyl-1H-pyrazole-4-carboxamide